2-(3-benzyloxyisoxazol-5-yl)acetonitrile C(C1=CC=CC=C1)OC1=NOC(=C1)CC#N